BrC1=C(C=CC=C1)C(C(=O)OC)(CC(=O)OC(C)(C)C)C 4-tert-butyl 1-methyl 2-(2-bromophenyl)-2-methylsuccinate